ClC=1C=C2C(=C(C=NC2=CC1)S(=O)(=O)Cl)O 6-chloro-4-hydroxy-quinoline-3-sulfonyl chloride